di-tert-butyl 1-(3-formyltetrahydrofuran-3-yl)hydrazine-1,2-dicarboxylate tert-butyl-N-(tert-butoxycarbonylamino)-N-(3-formyltetrahydrofuran-3-yl)carbamate C(C)(C)(C)OC(N(C1(COCC1)C=O)NC(=O)OC(C)(C)C)=O.C(=O)C1(COCC1)N(NC(=O)OC(C)(C)C)C(=O)OC(C)(C)C